FC1(CCC(N(C1)C(CN1C[C@H](OCC1)C)C1=CN=C(S1)NC(OC(C)(C)C)=O)=O)F tert-butyl (5-(1-(5,5-difluoro-2-oxopiperidin-1-yl)-2-((R)-2-methylmorpholino)ethyl)thiazol-2-yl)carbamate